(R)-2-((5-(2-(6-amino-2,6-dimethylhept-3-yl)-2,6-diazaspiro[3.4]oct-6-yl)-1,2,4-triazin-6-yl)oxy)-N-ethyl-5-fluoro-N-isopropylbenzamide NC(CC[C@H](C(C)C)N1CC2(C1)CN(CC2)C=2N=CN=NC2OC2=C(C(=O)N(C(C)C)CC)C=C(C=C2)F)(C)C